NC1=C2N=CN(C2=NC(=N1)C#CC(C)(C)O)C1CCC(CC1)C(=O)NC=1SC=C(N1)C 4-[6-amino-2-(3-hydroxy-3-methylbut-1-yn-1-yl)-9H-purin-9-yl]-N-(4-methyl-1,3-thiazol-2-yl)cyclohexanecarboxamide